iodopropene IC=CC